methyl 2-(5-formyl-2-oxo-4-(trifluoromethyl)pyridin-1(2H)-yl)-4-methylpentanoate C(=O)C=1C(=CC(N(C1)C(C(=O)OC)CC(C)C)=O)C(F)(F)F